N-(3-(trifluoromethyl)phenyl)-6-((5-(trifluoromethyl)pyridin-3-yl)methyl)-4,5,6,7-tetrahydrothieno[2,3-c]pyridine-3-carboxamide FC(C=1C=C(C=CC1)NC(=O)C1=CSC=2CN(CCC21)CC=2C=NC=C(C2)C(F)(F)F)(F)F